C(C=C)(=O)C1CS(=O)(=O)CC1 3-acryloyl-sulfolane